OC1=CC=C(C=C1)C=1NC(=C(N1)C1=CC=CC=C1)C1=CC=CC=C1 2-(4-hydroxyphenyl)-4,5-diphenylimidazole